ClC=1C=C(CNC2=NC(=NC3=CC=C(C=C23)C=2C(=NOC2C)C)C(=O)NC2=CC(=NC(=C2)C)C)C=CC1 4-((3-chlorobenzyl)amino)-6-(3,5-dimethylisoxazol-4-yl)-N-(2,6-dimethylpyridin-4-yl)quinazoline-2-carboxamide